[6-[3-(3,3-difluorocyclobutyl)-1H-1,2,4-triazol-5-yl]-2-azaspiro[3.3]heptan-2-yl]-[6-[2-fluoro-4-(trifluoromethyl)benzyl]-2-azaspiro[3.3]heptan-2-yl]methanone FC1(CC(C1)C1=NNC(=N1)C1CC2(CN(C2)C(=O)N2CC3(C2)CC(C3)CC3=C(C=C(C=C3)C(F)(F)F)F)C1)F